6-[7-[3-cyano-4-(oxan-4-yloxy)phenyl]furo[3,2-b]pyridin-2-yl]-5-methoxy-N,N-dimethylpyridine-3-carboxamide C(#N)C=1C=C(C=CC1OC1CCOCC1)C1=C2C(=NC=C1)C=C(O2)C2=C(C=C(C=N2)C(=O)N(C)C)OC